methyl 4-(aminomethyl)-3-(azidomethyl)phenethylcarbamate 2,2,2-trifluoroacetate FC(C(=O)O)(F)F.NCC1=C(C=C(CCNC(OC)=O)C=C1)CN=[N+]=[N-]